ClC=1C=NC=C(C1[C@@H](C)OC=1C=C2C(=NN(C2=CC1)C1OCCCC1)C=1C=CC(=NC1)N1CCN(CC1)CC(=O)O)Cl 2-(4-(5-(5-((R)-1-(3,5-Dichloropyridin-4-yl)ethoxy)-1-(tetrahydro-2H-pyran-2-yl)-1H-indazol-3-yl)pyridin-2-yl)piperazin-1-yl)acetic acid